(S)-5-(azidomethyl)pyrrolidin-2-one N(=[N+]=[N-])C[C@@H]1CCC(N1)=O